FC(OC1=C(C=C(C=N1)C(=O)NCC=1C=NC=C(C1)OC)F)F 6-(difluoromethoxy)-5-fluoro-N-[(5-methoxypyridin-3-yl)methyl]pyridine-3-carboxamide